1-(azetidin-3-yl)-N,N-dimethylmethanamine dihydrochloride CN(C)CC1CNC1.Cl.Cl